2-Methoxy-5-[[2-[(2R,5R)-5-methyl-2-(5-methyl-2-pyridyl)-1-piperidyl]-2-oxo-acetyl]amino]pyridine-3-carboxamide COC1=NC=C(C=C1C(=O)N)NC(C(=O)N1[C@H](CC[C@H](C1)C)C1=NC=C(C=C1)C)=O